ethyl 6-(2-bromo-3-ethoxy-3-oxopropionyl)-5-nitronicotinate BrC(C(=O)C1=NC=C(C(=O)OCC)C=C1[N+](=O)[O-])C(=O)OCC